ethyl cis-4-(4-(4-(2-((tert-butoxycarbonyl)amino)-2-methylpropanoyl)piperazine-1-carboxamido)-2-oxopyrimidin-1(2H)-yl)cyclohexane-1-carboxylate C(C)(C)(C)OC(=O)NC(C(=O)N1CCN(CC1)C(=O)NC1=NC(N(C=C1)[C@H]1CC[C@H](CC1)C(=O)OCC)=O)(C)C